FC(S(=O)(=O)OC1=CCCCN1C(=O)OC(C)(C)C)(F)F tert-butyl 6-(trifluoromethylsulfonyloxy)-3,4-dihydro-2H-pyridine-1-carboxylate